N-(3-(2'-fluoro-[1,1'-biphenyl]-4-yl)propyl)-3-methyl-3H-imidazo[4,5-b]pyridine-6-carboxamide FC1=C(C=CC=C1)C1=CC=C(C=C1)CCCNC(=O)C=1C=C2C(=NC1)N(C=N2)C